3-(1-piperazinyl)propionamide N1(CCNCC1)CCC(=O)N